Ethyl 4-((3-chloro-4-fluorophenyl) amino)-6-methyl-7-fluoro-1H-indole-2-carboxylate ClC=1C=C(C=CC1F)NC1=C2C=C(NC2=C(C(=C1)C)F)C(=O)OCC